C(C1=CC=CC=C1)(=O)O[C@@H](C(=O)O)[C@@H](O)CO 2-O-benzoyl-L-threonic acid